trans-tert-butyl (S)-4-((5-fluoro-4-(3-(3-hydroxypyrrolidine-1-carbonyl)phenyl)pyrimidin-2-yl)amino)cyclohexane-1-carboxylate FC=1C(=NC(=NC1)N[C@@H]1CC[C@H](CC1)C(=O)OC(C)(C)C)C1=CC(=CC=C1)C(=O)N1C[C@H](CC1)O